1-(5-(4-AMINO-7-CYCLOPROPYL-7H-PYRROLO[2,3-D]PYRIMIDIN-5-YL)-4-FLUOROINDOLIN-1-YL)-2-(3-((4-METHYLPIPERAZIN-1-YL)METHYL)-5-(TRIFLUOROMETHYL)PHENYL)ETHAN-1-ONE NC=1C2=C(N=CN1)N(C=C2C=2C(=C1CCN(C1=CC2)C(CC2=CC(=CC(=C2)C(F)(F)F)CN2CCN(CC2)C)=O)F)C2CC2